N1=CC(=CC=C1)CNC(NC1=CC=C(C=C1)S(NC1=CC=C(C=C1)N1CCCC1)(=O)=O)=O 3-(pyridin-3-ylmethyl)-1-(4-{[4-(pyrrolidin-1-yl)phenyl]sulfamoyl}phenyl)urea